N-(1-(3-chlorophenyl)-2-hydroxyethyl)-1-(5-methyl-2-((4-(piperidin-4-yl)phenyl)amino)pyrimidin-4-yl)-1H-pyrrole-3-carboxamide ClC=1C=C(C=CC1)C(CO)NC(=O)C1=CN(C=C1)C1=NC(=NC=C1C)NC1=CC=C(C=C1)C1CCNCC1